C(C)(C)(C)OC(=O)N[C@H](C(=O)O)CC1=C(C=C(C=C1)OCCB1OC(C(O1)(C)C)(C)C)F (S)-2-((tert-butoxycarbonyl)amino)-3-(2-fluoro-4-(2-(4,4,5,5-tetramethyl-1,3,2-dioxaborolan-2-yl)ethoxy)phenyl)propanoic acid